FC=1C=CC(=NC1)OC=1C=CC(=NC1)C1(CC12CCCCC2)C(=O)N (5-((5-fluoropyridin-2-yl)oxy)pyridin-2-yl)spiro[2.5]octane-1-carboxamide